[Pb+](Br)Br.C(=N)[NH-] formamidine lead bromide salt